lysine ketoglutarate O=C(C(=O)O)CCC(=O)O.N[C@@H](CCCCN)C(=O)O